2,3-dihydrofuro[3,2-b]pyridin-3-ol O1CC(C2=NC=CC=C21)O